COC1=C(C=CC=C1)[C@H]1N(CCC1)C1CC2(C1)CCN(CC2)C(=O)OC(C)(C)C (S)-tert-butyl 2-(2-(2-methoxyphenyl) pyrrolidin-1-yl)-7-azaspiro[3.5]nonane-7-carboxylate